1-[(2R,4R)-4-{8-amino-1-[2-(1-cyclopropyl-6-fluoro-1,3-benzodiazol-5-yl)ethynyl]imidazo[1,5-a]pyrazin-3-yl}-2-(methoxymethyl)pyrrolidin-1-yl]prop-2-en-1-one NC=1C=2N(C=CN1)C(=NC2C#CC2=CC1=C(N(C=N1)C1CC1)C=C2F)[C@@H]2C[C@@H](N(C2)C(C=C)=O)COC